Cl.BrC1=CC=C2CN3C(=NC2=C1)SC=C3CCl 8-bromo-3-(chloromethyl)-5H-thiazolo[2,3-b]Quinazoline hydrochloride